2-(1H-PYRROL-2-YL)PROPANOIC ACID N1C(=CC=C1)C(C(=O)O)C